BrC1=CC(N(C=C1C#CC)C)=O 4-bromo-1-methyl-5-(prop-1-yn-1-yl)pyridin-2-one